N-(2-(4-Cyano-6-(trifluoromethyl)pyridin-2-yl)-5-(2,6-difluoro-4-methoxyphenyl)-1-methyl-3-oxo-2,3-dihydro-1H-pyrazol-4-yl)-4-(difluoromethoxy)benzamide C(#N)C1=CC(=NC(=C1)C(F)(F)F)N1N(C(=C(C1=O)NC(C1=CC=C(C=C1)OC(F)F)=O)C1=C(C=C(C=C1F)OC)F)C